C1(C=CC=C1)C1(CCC1)C=1C2=C(C=3C=4C5=C(C=CC4CC3C1)C=CC=C5)C=CC=C2 9-[1-(2,4-Cyclopentadien-1-yl)-1-cyclobutyl]-7H-dibenzo[c,g]fluorene